F[C@@]1(CNCC1)COC=1C=NC=C(C1C1=CC(=NN1)NC=1N=CC(=NC1)C#N)OC (S)-5-[(5-{3-[(3-fluoropyrrolidin-3-yl)methoxy]-5-methoxypyridin-4-yl}-1H-pyrazol-3-yl)amino]pyrazine-2-carbonitrile